(Z)-6-NONENAL C(CCCC\C=C/CC)=O